C(C1=CC=CC=C1)OC(=O)N[C@H](C(=O)N[C@H](C(=O)N[C@H](C(=O)OC)C[C@H]1C(NCCC1)=O)CC1CC1)CC1=CC=CC2=CC=CC=C12 methyl (2S)-2-[[(2S)-2-[[(2S)-2-(benzyloxycarbonylamino)-3-(1-naphthyl)propanoyl]amino]-3-cyclopropyl-propanoyl]amino]-3-[(3S)-2-oxo-3-piperidyl]propanoate